(R)-1-(2-(1-((2-(2-((tert-butyldimethylsilyl)oxy)ethoxy)-6-chloropyrimidin-4-yl)amino)ethyl)-6-cyclopropylimidazo[1,2-a]pyridin-8-yl)-3-methylimidazolidine-2,4-dione [Si](C)(C)(C(C)(C)C)OCCOC1=NC(=CC(=N1)N[C@H](C)C=1N=C2N(C=C(C=C2N2C(N(C(C2)=O)C)=O)C2CC2)C1)Cl